FC=1C=C2CN(CC2=CC1)C(CCSC1=NC=CC=C1)=O 1-(5-fluoro-1,3-dihydro-2H-isoindol-2-yl)-3-(pyridin-2-ylsulfanyl)propan-1-one